2-(2-hydroxy-3,5-di-(α,α-dimethylbenzyl)phenyl)2H-benzotriazole ethyl-{[5-(4-chlorophenyl)-1-(2,4-dinitrophenyl)-1H-pyrazol-3-yl]oxy}acetate C(C)OC(COC1=NN(C(=C1)C1=CC=C(C=C1)Cl)C1=C(C=C(C=C1)[N+](=O)[O-])[N+](=O)[O-])=O.OC1=C(C=C(C=C1C(C1=CC=CC=C1)(C)C)C(C1=CC=CC=C1)(C)C)N1N=C2C(=N1)C=CC=C2